sodium (2S,5R)-2-(N-(2-(4-methylpiperazin-1-yl) acetyl) carbamimidoyl)-7-oxo-1,6-diazabicyclo[3.2.1]octan-6-yl sulfate S(=O)(=O)(ON1[C@@H]2CC[C@H](N(C1=O)C2)C(NC(CN2CCN(CC2)C)=O)=N)[O-].[Na+]